ClC1=CC=C2C(=NC(=NC2=C1)N(C1CC2CCC(C1)N2C(=O)OC(C)(C)C)C)NC2=NNC(=C2)CO tert-butyl (3-exo)-3-((7-chloro-4-((5-(hydroxymethyl)-1H-pyrazol-3-yl) amino) quinazolin-2-yl) (methyl) amino)-8-azabicyclo[3.2.1]octane-8-carboxylate